FC1=CC(=C(C=C1C=1C=NC(=CC1)OC1CCOCC1)NC(=O)C1=CNC(C=C1C(F)(F)F)=O)N1CCN(CC1)C N-[4-fluoro-2-(4-methylpiperazin-1-yl)-5-[6-(oxan-4-yloxy)pyridin-3-yl]phenyl]-6-oxo-4-(trifluoromethyl)-1H-pyridine-3-carboxamide